FC=1C=NN(C1)C1=CC=C(C=N1)C(C)NC 1-(6-(4-fluoro-1H-pyrazol-1-yl)pyridin-3-yl)ethyl-methylamine